4-((3-cyclopropyl-2,4-dioxo-3,4-dihydroquinazolin-1(2H)-yl)methyl)-N-hydroxybenzamide C1(CC1)N1C(N(C2=CC=CC=C2C1=O)CC1=CC=C(C(=O)NO)C=C1)=O